2-hydroxymethyl-1,3-dioxane OCC1OCCCO1